FC1=C(C=C(C(=C1)OC1=CC=2N(C=C1)N=CN2)F)NC=2C1=C(N=CN2)C=NC(=C1)N1C(/C(/CC1)=C/CN(C)C)=O (3E)-1-{4-[(2,5-difluoro-4-{[1,2,4]triazolo[1,5-a]pyridin-7-yloxy}phenyl)amino]pyrido[3,4-d]pyrimidin-6-yl}-3-[2-(dimethylamino)ethylidene]pyrrolidin-2-one